(4-methylbenzyl)-proline CC1=CC=C(CN2[C@@H](CCC2)C(=O)O)C=C1